tert-butyl (3S,4S)-4-((4-(3-(2,6-bis(benzyloxy)pyridin-3-yl)-1-methyl-1H-indazol-6-yl)-3,6-dihydropyridin-1(2H)-yl)methyl)-3-methylpiperidine-1-carboxylate C(C1=CC=CC=C1)OC1=NC(=CC=C1C1=NN(C2=CC(=CC=C12)C=1CCN(CC1)C[C@@H]1[C@@H](CN(CC1)C(=O)OC(C)(C)C)C)C)OCC1=CC=CC=C1